4-amino-3-chloro-N-(1-(1-(((3S)-2-ethoxy-5-oxotetrahydrofuran-3-yl)amino)-1-oxopropan-2-yl)-5-fluoro-2-oxo-1,2-dihydropyridin-3-yl)benzamide NC1=C(C=C(C(=O)NC=2C(N(C=C(C2)F)C(C(=O)N[C@@H]2C(OC(C2)=O)OCC)C)=O)C=C1)Cl